(1S)-1,5-anhydro-2,3-dideoxy-6-O-(tert-butyldiphenylsilyl)-1-C-(p-Methoxyphenyl)-D-threo-hex-2-enitol [Si](C1=CC=CC=C1)(C1=CC=CC=C1)(C(C)(C)C)OC[C@@H]1[C@@H](C=C[C@H](O1)C1=CC=C(C=C1)OC)O